2-[3,5-dichloro-4-[[3-methyl-2-oxo-1-(2-trimethylsilylethoxymethyl)-6-quinolyl]oxy]phenyl]-3,5-dioxo-1,2,4-triazine-6-carbonitrile ClC=1C=C(C=C(C1OC=1C=C2C=C(C(N(C2=CC1)COCC[Si](C)(C)C)=O)C)Cl)N1N=C(C(NC1=O)=O)C#N